N-(3-chlorophenyl)-2-imidazolidinone ClC=1C=C(C=CC1)N1C(NCC1)=O